2,5,8,11,14,17,20,23-octaoxahexacosane-26-amide COCCOCCOCCOCCOCCOCCOCCOCCC(=O)N